OP(O)(=O)OP(=O)(O)O.N1=C(N)N=C(N)N=C1N melamine diphosphate salt